NCCC1=CC(=NN1C1=CC=C(C=C1)C(C)C)CC(=O)OC methyl 2-(5-(2-aminoethyl)-1-(4-isopropylphenyl)-1H-pyrazol-3-yl)acetate